(1S)-(2-neopentyl-8-(((6-(4-(trifluoromethyl)phenyl)pyridin-2-yl)methoxy)methyl)-2,6-diazaspiro[3.4]octan-6-yl)(pyrazin-2-yl)methanone C(C(C)(C)C)N1CC2(C1)CN(CC2COCC2=NC(=CC=C2)C2=CC=C(C=C2)C(F)(F)F)C(=O)C2=NC=CN=C2